rac-(1s,2s)-1-isopropylcyclopentane-1,2-diol C(C)(C)[C@@]1([C@H](CCC1)O)O |r|